3-(1,2-oxazol-3-yl)propionic acid O1N=C(C=C1)CCC(=O)O